O=C(CC(=O)OCC)COCCCCCCCCCC=C ethyl 3-oxo-4-undec-10-enoxybutyrate